N-((1R,2R)-2-amino-1,2-diphenylethyl)-4-methylbenzenesulfonamide N[C@@H]([C@@H](C1=CC=CC=C1)NS(=O)(=O)C1=CC=C(C=C1)C)C1=CC=CC=C1